N-[4-(1-dibenzofuranyl)phenyl]-9,9-diphenyl-9H-fluoren-2-amine C1(=CC=CC=2OC3=C(C21)C=CC=C3)C3=CC=C(C=C3)NC3=CC=2C(C1=CC=CC=C1C2C=C3)(C3=CC=CC=C3)C3=CC=CC=C3